5-fluoro-N-(2-fluorophenyl)-4-(3-oxo-5,6,7,8-tetrahydro[1,2,4]triazolo[4,3-a]pyridin-2(3H)-yl)-2-{[(2S)-1,1,1-trifluoropropan-2-yl]oxy}benzamide FC=1C(=CC(=C(C(=O)NC2=C(C=CC=C2)F)C1)O[C@H](C(F)(F)F)C)N1N=C2N(CCCC2)C1=O